BrC1=CC(=C(O[C@H](CCC(=O)[O-])CF)C=C1F)C(C)(F)F (R)-2-[4-bromo-2-(1,1-difluoroethyl)-5-fluorophenoxy]-3-fluoropropylacetate